3-(2-(4-(aminomethyl)piperidine-1-carbonyl)-9-fluoro-1,2,3,4-tetrahydro-[1,4]diazepino[6,7,1-hi]indol-7-yl)-4-(imidazo[1,2-a]pyridin-3-yl)-1H-pyrrole NCC1CCN(CC1)C(=O)N1CCN2C=C(C3=CC(=CC(=C23)C1)F)C1=CNC=C1C1=CN=C2N1C=CC=C2